methyl (Z)-4-(2-cyano-3-hydroxy-3-(3-methylisoxazol-4-yl)acrylamido)benzoate C(#N)/C(/C(=O)NC1=CC=C(C(=O)OC)C=C1)=C(\C=1C(=NOC1)C)/O